[NH4+].[Cl+] chlorine ammonium salt